ClC(C(=O)N1CC(C1)C1=NN(C2=NC=CC(=C21)[C@H](CO)O)C2=CC=C(C=C2)OC(F)(F)F)=C (R)-2-chloro-1-(3-(4-(1,2-dihydroxyethyl)-1-(4-(trifluoromethoxy)phenyl)-1H-pyrazolo[3,4-b]pyridin-3-yl)azetidin-1-yl)prop-2-en-1-one